[2-(tert-Butoxycarbonyl)-7-{[(3S)-3-(piperidin-1-ylmethyl)-3,4-dihydro-1H-isoquinolin-2-yl]carbonyl}-3,4-dihydro-1H-isoquinolin-6-yl]-1,2-dimethylpyrrole-3-carboxylic acid C(C)(C)(C)OC(=O)N1CC2=CC(=C(C=C2CC1)C=1C(=C(N(C1)C)C)C(=O)O)C(=O)N1CC2=CC=CC=C2C[C@H]1CN1CCCCC1